(10e,12z,15z)-9-hydroxy-10,12,15-octadecatrienoic acid OC(CCCCCCCC(=O)O)\C=C\C=C/C\C=C/CC